N[C@@H]1CN(C[C@@H](C1)C)C1=NC=C(C(=N1)NC1=CC=2C3=C(C(N(C2C=C1)C)=O)OCC([C@@H](N3)C3CC3)(F)F)Cl (S)-10-((2-((3S,5R)-3-amino-5-methylpiperidin-1-yl)-5-chloropyrimidin-4-yl)amino)-2-cyclopropyl-3,3-difluoro-7-methyl-1,2,3,4-tetrahydro-[1,4]oxazepino[2,3-c]quinolin-6(7H)-one